(1S,3R)-3-(dimethylcarbamoylamino)-N-[4-(7-fluoro-3-isopropyl-benzimidazole-5-yl)-5-methyl-2-pyridyl]Cyclohexanecarboxamide CN(C(=O)N[C@H]1C[C@H](CCC1)C(=O)NC1=NC=C(C(=C1)C1=CC2=C(N=CN2C(C)C)C(=C1)F)C)C